C(CC)C(C(=O)C[N-]C)CCCCC 2-Propyl-heptanoyl-N,N-dimethyl-amide